4-[2-[tert-butyl-(dimethyl)silyl]oxyethyl]-2-(trifluoromethyl)-5-trimethylsilyl-thiophene-3-carbaldehyde C(C)(C)(C)[Si](OCCC=1C(=C(SC1[Si](C)(C)C)C(F)(F)F)C=O)(C)C